S1C(=CC=C1)C1=CC=C(C=N1)SC1=CC2=C(NC(=N2)NC(OC)=O)C=C1 methyl (5-((6-(thiophen-2-yl)pyridin-3-yl)thio)-1H-benzo[d]imidazol-2-yl)carbamate